2-(5-morpholin-4-yl-3,4'-bipyridin-2'-yl)-1H-imidazole N1(CCOCC1)C=1C=C(C=NC1)C1=CC(=NC=C1)C=1NC=CN1